COCC12CNC(CC1)CC2 4-(methoxymethyl)-2-azabicyclo[2.2.2]octane